propylene glycol bis(p-aminobenzoate) NC1=CC=C(C(=O)OCC(C)OC(C2=CC=C(C=C2)N)=O)C=C1